CC(C)(C)[C@@H]1[C@@H](CCCC1)O cis-2-(1,1-dimethylethyl)cyclohexanol